Cl.COC1=C(C=CC=C1C(F)(F)F)CN (2-methoxy-3-(trifluoromethyl)phenyl)methylamine hydrochloride